(4-(4-methyl-3-oxopiperazin-1-yl)phenyl)boronic acid CN1C(CN(CC1)C1=CC=C(C=C1)B(O)O)=O